tert-butyl (2-((1S,2S)-2-(3-chlorophenyl)cyclopropyl)-4-oxo-3,4-dihydroquinazolin-7-yl)carbamate ClC=1C=C(C=CC1)[C@@H]1[C@H](C1)C1=NC2=CC(=CC=C2C(N1)=O)NC(OC(C)(C)C)=O